tert-butyl 3-(5-(((tert-butyldimethylsilyl) oxy) methyl)-6-methoxypyridin-3-yl)-4-oxopiperidine-1-carboxylate [Si](C)(C)(C(C)(C)C)OCC=1C=C(C=NC1OC)C1CN(CCC1=O)C(=O)OC(C)(C)C